[Te](=S)(=O)([O-])[O-].[Li+].[Li+] lithium thiotellurate